2-(difluoromethyl)-3-methyl-2H-indazole-5-carboxylic acid methyl ester COC(=O)C1=CC2=C(N(N=C2C=C1)C(F)F)C